NC=1C2=C(N=C(N1)C)N(C=C2C2=C(C=C(C=C2)NC(C(C=2C=C(C=CC2)C)O)=O)C)C N-(4-(4-amino-2,7-dimethyl-7H-pyrrolo[2,3-d]pyrimidin-5-yl)-3-methylphenyl)-2-hydroxy-2-(m-tolyl)acetamide